ethyl 3,5-dihydroxybenzoate OC=1C=C(C(=O)OCC)C=C(C1)O